1-((S)-7-Amino-2'-(((2R,7aS)-2-fluorotetrahydro-1H-pyrrolizin-7a(5H)-yl)methoxy)-3,4,5',8'-tetrahydro-2H-spiro[naphthalene-1,7'-pyrano[4,3-d]pyrimidin]-4'-yl)azetidine-3-carbonitrile NC1=CC=C2CCC[C@]3(CC=4N=C(N=C(C4CO3)N3CC(C3)C#N)OC[C@]34CCCN4C[C@@H](C3)F)C2=C1